BrC=1C(=NC=CC1N1N=C(C=C1CO)C)Cl (1-(3-bromo-2-chloropyridin-4-yl)-3-methyl-1H-pyrazol-5-yl)methanol